C([C@@H]1[C@@H]([C@@H]([C@H]([C@@H](O1)O[C@@H]2[C@H](OC([C@@H]([C@H]2O)O)(C3([C@H]([C@@H]([C@H](O3)CO)O)O)CO)O)CO)O)O)O)O fructosyllactose